1-(1-(2-(dimethylamino)acetyl)piperidin-4-yl)-5-(8-methoxy-[1,2,4]triazolo[1,5-a]pyridin-6-yl)-6-methyl-1H-benzo[d]imidazol-2(3H)-one CN(CC(=O)N1CCC(CC1)N1C(NC2=C1C=C(C(=C2)C=2C=C(C=1N(C2)N=CN1)OC)C)=O)C